2'-Fluoro-4-pentyl-4''-propyl-1,1':4',1''-terphenyl FC1=C(C=CC(=C1)C1=CC=C(C=C1)CCC)C1=CC=C(C=C1)CCCCC